CC1=CC=C(C=N1)S(=O)(=N)C1=CC=C(C(=O)O)C=C1 4-[(6-methyl-3-pyridyl)sulfonimidoyl]benzoic Acid